NC=1C2=C(N=CN1)N(C(=C2C(=O)NC2=CC=C(C=C2)COC)C#CC=2N(C=CN2)C)C2(CC2)C 4-amino-N-(4-(methoxymethyl)phenyl)-6-((1-methyl-1H-imidazol-2-yl)ethynyl)-7-(1-methylcyclopropyl)-7H-pyrrolo[2,3-d]pyrimidine-5-carboxamide